4,4'-diethylbenzophenone C(C)C1=CC=C(C(=O)C2=CC=C(C=C2)CC)C=C1